4-(tert-butyl-dimethyl-siloxy)-butyl-methylbenzenesulfonamide C(C)(C)(C)[Si](OCCCCC=1C(=C(C=CC1)S(=O)(=O)N)C)(C)C